ClC=1C(=CC(=NC1)OC)C1=CC(=NN1)C(=O)N1CCC(CC1)C(=O)NCC=1C=C2CC(NC2=CC1)=O (5-(5-chloro-2-methoxypyridin-4-yl)-1H-pyrazole-3-carbonyl)-N-((2-oxoindolin-5-yl)methyl)piperidine-4-carboxamide